C(#N)C1=CC=C(C2=C1CCO2)[C@H]2C(=C(NC1=C(C=NC(=C21)OC(F)F)C)C)C(=O)N (R)-4-(4-cyano-2,3-dihydrobenzofuran-7-yl)-5-(difluoromethoxy)-2,8-dimethyl-1,4-dihydro-1,6-naphthyridine-3-formamide